FC=1C=C(C=C2C(=NC=NC12)C)C=1C(=NC(=NC1)N)C1=CC=CC=C1 5-(8-fluoro-4-methyl-quinazolin-6-yl)-4-phenylpyrimidin-2-amine